Pentane-1-carboxylic acid methyl ester COC(=O)CCCCC